1-(tert-butyl) 3-(4-isopropylbenzyl) (R)-piperidine-1,3-dicarboxylate N1(C[C@@H](CCC1)C(=O)OCC1=CC=C(C=C1)C(C)C)C(=O)OC(C)(C)C